C(C1=CC=CC=C1)C1=C(OCCN2CCN(CC2)C)C(=CC(=C1)C(C)(C)C)OC 1-(2-(2-Benzyl-4-(tert-butyl)-6-methoxyphenoxy)ethyl)-4-methylpiperazine